(R)-4-((8-(1-(2-butynyl)azetidin-3-yl)-7-ethyl-5-methyl-6-oxo-5,6,7,8-tetrahydropteridin-2-yl)amino)-N-ethyl-3-methoxybenzamide C(C#CC)N1CC(C1)N1[C@@H](C(N(C=2C=NC(=NC12)NC1=C(C=C(C(=O)NCC)C=C1)OC)C)=O)CC